C(C)(C)(C)OC(NCC=1C=NC(=CC1CC(C(C)C)O)OC)=O (4-(2-hydroxy-3-methylbutyl)-6-methoxypyridin-3-yl)methylcarbamic acid tert-butyl ester